methyl 2-(3-(1-(4-(2-methylbenzamido)naphthalene-1-sulfonamido)ethyl)piperidin-1-yl)acetate CC1=C(C(=O)NC2=CC=C(C3=CC=CC=C23)S(=O)(=O)NC(C)C2CN(CCC2)CC(=O)OC)C=CC=C1